[3-[3-[tert-butoxycarbonyl(methyl)amino]propyl]-7-fluoro-2-oxo-1H-benzimidazol-4-yl]boronic acid C(C)(C)(C)OC(=O)N(CCCN1C(NC2=C1C(=CC=C2F)B(O)O)=O)C